O1CCN(CC1)C=1N=C(C2=C(N1)N(CC2)C2=CC=CC=C2)NC2COC2 2-morpholino-N-(oxetan-3-yl)-7-phenyl-6,7-dihydro-5H-pyrrolo[2,3-d]pyrimidin-4-amine